2-(9-bromo-6,7-dichloro-1,3-dihydro-2H-pyrrolo[3,4-c]quinolin-2-yl)-2-oxoethyl acetate C(C)(=O)OCC(=O)N1CC=2C=NC=3C(=C(C=C(C3C2C1)Br)Cl)Cl